C(C)(C)(C)OC(=O)N[C@H](C(=O)N=C(SC)N1CCOCC1)C methyl (4E)-N-[(2S)-2-(tert-butoxycarbonylamino)propanoyl]morpholine-4-carboximidothioate